OC(CCCCCCCCCCC(=O)[O-])CCCCCC.[Ca+2].OC(CCCCCCCCCCC(=O)[O-])CCCCCC calcium 12-hydroxystearate